P(=O)(OCC1=CC=CC=C1)(OCC1=CC=CC=C1)OC[C@@H](C)N1C(=NN=C1)C1=NC(=CC=C1)NC(NC1=NC=CC(=C1)C(=O)N1CCCCC1)=O Dibenzyl (2R)-2-[3-[6-([[4-(piperidine-1-carbonyl)pyridin-2-yl]carbamoyl]amino)pyridin-2-yl]-4H-1,2,4-triazol-4-yl]propyl phosphate